ClC1=CN=C(S1)NC(C(C1=CC=C(C=C1)C=1C=NN(C1)C)C1CC(CC1)(F)F)=O N-(5-Chlorothiazol-2-yl)-2-(3,3-difluorocyclopentyl)-2-(4-(1-methyl-1H-pyrazol-4-yl)phenyl)acetamide